BrC=1C=C2C(=NNC(C2=C(C1)OCC)=O)CCl 6-bromo-4-(chloromethyl)-8-ethoxyphthalazin-1(2H)-one